(4-(1H-imidazol-2-yl)piperidin-1-yl)(6-phenylpyridin-3-yl)methanone, trifluoroacetate salt FC(C(=O)O)(F)F.N1C(=NC=C1)C1CCN(CC1)C(=O)C=1C=NC(=CC1)C1=CC=CC=C1